N-(5-acrylamidothiophen-2-yl)-1-(4-fluorobenzyl)-7-methyl-5-(1H-pyrrole-2-carbonyl)-4,5,6,7-tetrahydro-1H-pyrazolo[4,3-c]Pyridine-3-carboxamide C(C=C)(=O)NC1=CC=C(S1)NC(=O)C1=NN(C2=C1CN(CC2C)C(=O)C=2NC=CC2)CC2=CC=C(C=C2)F